1-(2,6-dioxopiperidin-3-yl)-3-methyl-1H-indazole-5-carbaldehyde O=C1NC(CCC1N1N=C(C2=CC(=CC=C12)C=O)C)=O